(S)-1-(5-(difluoromethoxy)-3-fluoropyridin-2-yl)-3-(oxetan-3-yl)-4-(4-(trifluoromethyl)benzyl)-piperazine-2,5-dione FC(OC=1C=C(C(=NC1)N1C([C@@H](N(C(C1)=O)CC1=CC=C(C=C1)C(F)(F)F)C1COC1)=O)F)F